(S)-1-amino-2-(1-(but-2-ynyl)piperidin-2-yl)-4-(4-((4-(4-fluorophenyl)pyridin-2-yl)Carbamoyl)phenyl)-1H-imidazole-5-carboxamide NN1C(=NC(=C1C(=O)N)C1=CC=C(C=C1)C(NC1=NC=CC(=C1)C1=CC=C(C=C1)F)=O)[C@H]1N(CCCC1)CC#CC